ClC1=C(C=CC=2C3=C(NC12)CCN([C@H]3C)C(=O)N3CNC(=C3)C#N)Cl 1-[(1S)-6,7-dichloro-1-methyl-1H,3H,4H,5H-pyrido[4,3-b]indole-2-carbonyl]-3H-imidazole-4-carbonitrile